C(C)(=O)OC=1C(=NN(C(C1C1=C(C(=CC=C1F)Cl)CCC1=CC=C(C=C1)C)=O)C)C [5-[3-chloro-6-fluoro-2-[2-(p-tolyl)ethyl]phenyl]-1,3-dimethyl-6-oxo-pyridazin-4-yl] acetate